3-butylheptyl 8-((8-(heptadecan-9-yloxy)-8-oxooctyl)(3-(2-methoxyethanesulfonamido)propyl)amino)octanoate CCCCCCCCC(CCCCCCCC)OC(CCCCCCCN(CCCCCCCC(=O)OCCC(CCCC)CCCC)CCCNS(=O)(=O)CCOC)=O